6-isopropoxy-2-(4-piperidinyl)-N-[6-(trifluoromethyl)-2-pyridinyl]indazole-5-carboxamide C(C)(C)OC=1C(=CC2=CN(N=C2C1)C1CCNCC1)C(=O)NC1=NC(=CC=C1)C(F)(F)F